1-[(2R,4R)-2-methyl-oxazin-4-yl]-2-{[1-(pyridine-2-carbonyl)azetidin-3-yl]methyl}-1H-imidazo[4,5-C]quinoline-8-carbonitrile CN1OC=CC(=C1)N1C(=NC=2C=NC=3C=CC(=CC3C21)C#N)CC2CN(C2)C(=O)C2=NC=CC=C2